C1(C(CC2C(C1)O2)C(=O)[O-])C(=O)OCC2CO2 glycidyl 4,5-epoxycyclohexane-1,2-dicarboxylate